O,4'-C-methyleneadenosine C1O[C@H]2[C@@H](O[C@@]1([C@H]2O)CO)N2C=NC=1C(N)=NC=NC21